1-Methyl-2-(6-trifluoromethoxy-benzothiazol-2-ylamino)-1H-benzoimidazole-5-carboxylic acid [2-(4-hydroxy-piperidin-1-yl)-2-oxo-ethyl]-amide OC1CCN(CC1)C(CNC(=O)C1=CC2=C(N(C(=N2)NC=2SC3=C(N2)C=CC(=C3)OC(F)(F)F)C)C=C1)=O